(S)-2-(8-(5-Bromopyridin-2-yl)-6,6a,7,8,9,10-hexahydro-5H-pyrazino[1',2':4,5]pyrazino[2,3-c]pyridazin-2-yl)phenol BrC=1C=CC(=NC1)N1C[C@H]2N(C=3C(=NN=C(C3)C3=C(C=CC=C3)O)NC2)CC1